FC1(CC12CC(C2)C#N)F 1,1-Difluorospiro[2.3]hexane-5-carbonitrile